CN1N=NC2=C1C(=CC(=C2C)CCC(=O)[O-])OC(F)(F)F 3-[1,4-dimethyl-7-(trifluoromethoxy)-1H-benzotriazole-5-yl]propanoate